[Cl-].[IH2+] iodonium chloride salt